FC([C@@H]1CCC=2N1C1=C(N2)C(=CC(=C1)C1=NC(=NC=C1F)NC1=CC=C(C=N1)CN1CCN(CC1)C(=O)OC(C)(C)C)F)F tert-butyl (S)-4-((6-((4-(1-(difluoromethyl)-5-fluoro-2,3-dihydro-1H-benzo[d]pyrrolo[1,2-a]imidazol-7-yl)-5-fluoropyrimidin-2-yl)amino)pyridin-3-yl)methyl)piperazine-1-carboxylate